carbanol CO